2,4-dichloro-6-(trifluoromethyl)thieno[3,2-d]pyrimidine ClC=1N=C(C2=C(N1)C=C(S2)C(F)(F)F)Cl